[N+](=O)([O-])C=1C=C2C(=CNC2=CC1)CC1=CC=C(C(=O)NCCCCCCC(NNCCC)=O)C=C1 4-((5-nitro-1H-indol-3-yl)methyl)-N-(7-oxo-7-(2-propylhydrazino)heptyl)benzamide